1-(azetidin-1-yl)-2-(3,5-dichloro-4-(4-hydroxy-3-isopropylbenzyl)phenoxy)ethan-1-one Methyl-1-Acetyl-3-Aminoazetidine-3-Carboxylate COC(=O)C1(CN(C1)C(C)=O)N.N1(CCC1)C(COC1=CC(=C(C(=C1)Cl)CC1=CC(=C(C=C1)O)C(C)C)Cl)=O